tris[4-(9-phenylfluoren-9-yl)phenyl]amine C1(=CC=CC=C1)C1(C2=CC=CC=C2C=2C=CC=CC12)C1=CC=C(C=C1)N(C1=CC=C(C=C1)C1(C2=CC=CC=C2C=2C=CC=CC12)C1=CC=CC=C1)C1=CC=C(C=C1)C1(C2=CC=CC=C2C=2C=CC=CC12)C1=CC=CC=C1